1-(3-(2,3'-dichloro-6,6'-difluoro-2'-hydroxy-[1,1'-biphenyl]-4-yl)-5,6-dihydroimidazo[1,2-a]pyrazin-7(8H)-yl)prop-2-en-1-one ClC1=C(C(=CC(=C1)C1=CN=C2N1CCN(C2)C(C=C)=O)F)C2=C(C(=CC=C2F)Cl)O